CN1N=C(C=C1C1=CC=CC=C1)C1=CC=CC=C1 1-methyl-3,5-diphenyl-1H-pyrazole